ethyl 1-(2-(chloromethyl)-3-ethyl-7-morpholino-3H-imidazo[4,5-b]pyridin-5-yl)-3-(m-tolyl)-1H-pyrazole-5-carboxylate ClCC1=NC=2C(=NC(=CC2N2CCOCC2)N2N=C(C=C2C(=O)OCC)C=2C=C(C=CC2)C)N1CC